BrC1=C(C=C(C=C1)C1C(C(CCC1)C(=O)[O-])C(=O)[O-])C#N 3-(4-bromo-3-cyanophenyl)cyclohexane-1,2-dicarboxylate